(R)-3-(2-cyano-2-methylpyrrolidine-1-carbonyl)-8-methoxy-N-(1-methyl-2-oxo-1,2-dihydropyridin-3-yl)-1-(thiophen-2-yl)-5,6-dihydroimidazo[5,1-a]isoquinoline-9-carboxamide C(#N)[C@@]1(N(CCC1)C(=O)C1=NC(=C2N1CCC1=CC(=C(C=C21)C(=O)NC=2C(N(C=CC2)C)=O)OC)C=2SC=CC2)C